1,4-dihydroxybenzidine OC1(C=CC(N)(C=C1)O)C1=CC=C(N)C=C1